CC(CCCC(=O)O)C.C(C)(=O)OCCC(C)C isoamyl acetate (3-methyl butyl acetate)